BrC1=CC=C(C=C1)N1CCN(CC1)CC1=C2CN(CC2=CC=C1)C1C(NC(CC1)=O)=O 4-((4-(4-bromophenyl)piperazin-1-yl)methyl)-2-(2,6-dioxopiperidin-3-yl)isoindoline